(6-((4-(3-Nitrophenyl)thiazol-2-yl)amino)-6-oxohexyl)carbamic acid tert-butyl ester C(C)(C)(C)OC(NCCCCCC(=O)NC=1SC=C(N1)C1=CC(=CC=C1)[N+](=O)[O-])=O